2-((2-methyl-6-(1-(trifluoromethyl)cyclopropyl)pyridin-3-yl)sulfonyl)-6-((tetrahydro-2H-pyran-4-yl)methyl)-2,6-diazaspiro[3.3]heptane CC1=NC(=CC=C1S(=O)(=O)N1CC2(C1)CN(C2)CC2CCOCC2)C2(CC2)C(F)(F)F